2-azido-6-chloronicotinaldehyde N(=[N+]=[N-])C1=C(C=O)C=CC(=N1)Cl